NC1=CC=C(C=C1)N1CCC(CC1)CCC1CCN(CC1)C(=O)OC(C)(C)C tert-butyl 4-[2-[1-(4-aminophenyl)-4-piperidyl]ethyl]piperidine-1-carboxylate